3''-chloro-4''-((3,5-difluoropyridin-2-yl)Methoxy)-3-(2-hydroxypropan-2-yl)-5',6,6''-trimethyl-2H,2''H-[1,2':4',1''-terpyridine]-2,2''-dione ClC=1C(N(C(=CC1OCC1=NC=C(C=C1F)F)C)C1=CC(=NC=C1C)N1C(C(=CC=C1C)C(C)(C)O)=O)=O